1-(6-cyclopropylimidazo[1,2-a]pyridin-2-yl)-N-methylmethanamine C1(CC1)C=1C=CC=2N(C1)C=C(N2)CNC